N[C@H]1C2(CN3N=CC=C31)CCN(CC2)C2=C(C(N(C(=N2)C)C2=C(C(=CC=C2)Cl)Cl)=O)C (S)-6-(4'-amino-4'H,6'H-spiro[piperidine-4,5'-pyrrolo[1,2-b]pyrazole]-1-yl)-3-(2,3-dichlorophenyl)-2,5-dimethylpyrimidin-4(3H)-one